phenyl (4-cyano-3-(morpholinomethyl)phenyl)carbamate C(#N)C1=C(C=C(C=C1)NC(OC1=CC=CC=C1)=O)CN1CCOCC1